N-(3-(2-(difluoromethoxy)-5-((3-methoxyphenyl)sulfonyl)phenyl)-1-methyl-1H-pyrazol-4-yl)pyrazolo[1,5-a]pyrimidine-3-carboxamide FC(OC1=C(C=C(C=C1)S(=O)(=O)C1=CC(=CC=C1)OC)C1=NN(C=C1NC(=O)C=1C=NN2C1N=CC=C2)C)F